N-Ethyl-3-methylpyridinium C(C)[N+]1=CC(=CC=C1)C